γ-methacryloylpropylmethyldiethoxysilane C(C(=C)C)(=O)CCC[Si](OCC)(OCC)C